(phenoxy)methyl-oxetane O(C1=CC=CC=C1)CC1OCC1